5-((6-((2-(4-(2-hydroxyethyl)piperazin-1-yl)pyridin-4-yl)amino)-1-methyl-1H-pyrazolo[3,4-d]pyrimidin-3-yl)amino)-6-methylnicotinic acid OCCN1CCN(CC1)C1=NC=CC(=C1)NC1=NC=C2C(=N1)N(N=C2NC=2C(=NC=C(C(=O)O)C2)C)C